COC1=C(C=C(C=C1)C1CCC(C1N)(C)C)OCCCOC 5-(4-methoxy-3-(3-methoxypropoxy)phenyl)-2,2-dimethylcyclopentylamine